C[C@H]1OC[C@@H](NC1)C1=CC=C(C=C1)N1C=CC2=C1N=CNC2=O 7-(4-((3s,6r)-6-methylmorpholin-3-yl)phenyl)-3,7-dihydro-4H-pyrrolo[2,3-d]pyrimidin-4-one